(3-(benzyloxy)-5-(trifluoromethyl)phenyl)ethan-1-amine C(C1=CC=CC=C1)OC=1C=C(C=C(C1)C(F)(F)F)C(C)N